NC1=NC(=C(C=C1[N+](=O)[O-])[N+](=O)[O-])N 2,6-diamino-3,5-dinitropyridine